N=1NN=NC1C1=CC=C(CN(C(=O)C=2COC3=CC=C(C=C3C2)OCC)C)C=C1 N-(4-(2H-tetrazol-5-yl)benzyl)-6-ethoxy-N-methyl-2H-chromene-3-carboxamide